CC(C)(C)OC1=CC=C(C=C1)CN [4-(methylisopropyloxy)phenyl]methylamine